C1=NC=CN2N=C3C(NC4=CC=NC=C4C3=O)=C21 pyrazino[1',2':1,5]pyrazolo[4,3-b][1,6]naphthyridin-7(12H)-one